C(N)(O[C@H](C(CI)=O)C1CCC(CC1)(F)F)=O (S)-(1-(4,4-difluorocyclohexyl)-3-iodo-2-oxopropyl) carbamate